1-(3-phenylpropyl)guanidine hydrochloride Cl.C1(=CC=CC=C1)CCCNC(=N)N